ClC1=C(C=CC(=C1)OC)CNC(=O)C=1N(C(N2C1CN(CC2)C(C2=CC(=C(C=C2)Cl)Cl)=O)=O)C2=CC=C(C=C2)OC N-[(2-chloro-4-methoxy-phenyl)methyl]-7-(3,4-dichlorobenzoyl)-2-(4-methoxyphenyl)-3-oxo-6,8-dihydro-5H-imidazo[1,5-a]pyrazine-1-carboxamide